BrC1=CC=C2C(=N1)OCC(O2)COC 6-bromo-2-(methoxymethyl)-2,3-dihydro-[1,4]dioxino[2,3-b]pyridine